(8R)-2-chloro-N-(3,3-difluorocyclopentyl)-8-methyl-8-(trifluoromethyl)-7,8-dihydro-6H-pyrazolo[1,5-a]pyrrolo[2,3-e]pyrimidine-6-carboxamide ClC1=NN2C(N=CC3=C2[C@@](CN3C(=O)NC3CC(CC3)(F)F)(C(F)(F)F)C)=C1